1,5-diethyl (2S)-2-([5-(2-chloroacetamido)-6-phenylpyridin-2-yl]formamido)pentanedioate ClCC(=O)NC=1C=CC(=NC1C1=CC=CC=C1)C(=O)N[C@H](C(=O)OCC)CCC(=O)OCC